(3E)-1-iodo-13,13-dimethoxy-3-tridecene ICC\C=C\CCCCCCCCC(OC)OC